O-pimeloyl-L-homoserine C(CCCCCC(=O)O)(=O)OCC[C@H](N)C(=O)O